N-(azetidin-3-ylmethyl)-4-(2-cyano-7-((5-cyclopropyl-7-methyl-1H-indol-4-yl)methyl)-7-azaspiro[3.5]nonan-6-yl)benzamide N1CC(C1)CNC(C1=CC=C(C=C1)C1CC2(CC(C2)C#N)CCN1CC1=C2C=CNC2=C(C=C1C1CC1)C)=O